C(C)N1N=CC(=C1)C1=CC=2N(C=C1)C=CN2 7-(1-ethylpyrazol-4-yl)imidazo[1,2-a]Pyridine